(Z)-11-tetradecen-1-ol C(CCCCCCCCC\C=C/CC)O